N-(3-AMINO-1-(HYDROXYAMINO)-3-METHYL-1-OXOBUTAN-2-YL)-4-((4-(((2-METHOXYETHYL)AMINO)METHYL)PHENYL)ETHYNYL)BENZAMIDE NC(C(C(=O)NO)NC(C1=CC=C(C=C1)C#CC1=CC=C(C=C1)CNCCOC)=O)(C)C